C(N1N=CC=C1O)([2H])([2H])[2H] 1-(methyl-d3)-1H-pyrazol-5-ol